CC1=C(NC=C1C1(CC1)C=1C=NC(=CC1)C(F)(F)F)C(=O)O 3-methyl-4-(1-(6-(trifluoromethyl)pyridin-3-yl)cyclopropyl)-1H-pyrrole-2-carboxylic acid